tert-butyl 3-((3-(((8-isopropyl-2-(methylthio)pyrazolo[1,5-a][1,3,5]triazin-4-yl)amino) methyl)phenyl)carbamoyl)piperidine-1-carboxylate C(C)(C)C=1C=NN2C1N=C(N=C2NCC=2C=C(C=CC2)NC(=O)C2CN(CCC2)C(=O)OC(C)(C)C)SC